undecylalcohol C(CCCCCCCCCC)O